1,3-diaminomethyl-cyclohexane NCC1CC(CCC1)CN